C1(CC1)C1=CC(=NN1C(=O)OC(C)(C)C)NC(CC1=NN(C=C1)C1=NC(=CC=C1)C)=O tert-butyl 5-cyclopropyl-3-{2-[1-(6-methylpyridin-2-yl)pyrazol-3-yl]acetamido}pyrazole-1-carboxylate